ClC1=CC=C(C=C1)C=1C=NC(=C(C(=O)NC2=CC(=CC=C2)[S@@](=O)(=NC(CNC)=O)C)C1C)N1CCC(CCC1)(F)F (R)-5-(4-chlorophenyl)-2-(4,4-difluoroazepan-1-yl)-4-methyl-N-(3-(S-methyl-N-(methylglycyl)sulfonimidoyl)phenyl)nicotinamide